6-(1-((3S,5S)-1-cyano-5-methylpyrrolidin-3-yl)-5-methyl-1H-pyrazol-4-yl)-4-methoxypyrazolo[1,5-a]pyridine-3-carbonitrile C(#N)N1C[C@H](C[C@@H]1C)N1N=CC(=C1C)C=1C=C(C=2N(C1)N=CC2C#N)OC